BrC1=C(C=C(OCCCC2CCNCC2)C=C1)C 4-[3-(4-bromo-3-methyl-phenoxy)propyl]piperidine